F[C@H]1[C@H](C[C@@]2(C=C[C@H]1N2)C)N(C2=CC=C(N=N2)C2=C(C=C(C=C2)N2N=CC(=C2)F)O)C 2-(6-(((1R,3S,4R,5R)-4-fluoro-1-methyl-8-azabicyclo[3.2.1]oct-6-en-3-yl)(methyl)amino)pyridazin-3-yl)-5-(4-fluoro-1H-pyrazol-1-yl)phenol